2,3-dihydro-1H-indene-2-amine C1C(CC2=CC=CC=C12)N